C1(CC1)NC(CCCC=1N=C(N(C1)C1=CC=CC=C1)C1=C(C(=O)N)C=CC=C1C=1C=NN(C1)C(F)(F)F)=O (4-(4-(cyclopropylamino)-4-oxobutyl)-1-phenyl-1H-imidazol-2-yl)-3-(1-(trifluoromethyl)-1H-pyrazol-4-yl)benzamide